2H-perylene C1CC=C2C=CC=C3C4=CC=CC5=CC=CC(C1=C23)=C45